5,6-diamino-3-(2H3)Methyl-uracil NC=1C(N(C(NC1N)=O)C([2H])([2H])[2H])=O